methyl (2S)-2-[[(2S)-2-[(7-chloro-6-fluoro-1H-indole-2-carbonyl)amino]-3-cyclopropyl-propanoyl]amino]-3-[(3R)-5,5-dimethyl-2-oxo-pyrrolidin-3-yl]propanoate ClC=1C(=CC=C2C=C(NC12)C(=O)N[C@H](C(=O)N[C@H](C(=O)OC)C[C@H]1C(NC(C1)(C)C)=O)CC1CC1)F